tert-Butyl 4-(6-methyl-5-nitropyridin-2-yl)piperazine-1-carboxylate CC1=C(C=CC(=N1)N1CCN(CC1)C(=O)OC(C)(C)C)[N+](=O)[O-]